C(#N)C(C(=O)O)=CC1=CC=C(C=C1)OC cyano-3-(4-methoxyphenyl)acrylic acid